Cl.C(\C=C(/C)\CCC[C@H](C)CCC[C@H](C)CCCC(C)C)N[C@@H](CS)C(=O)O phytyl-cysteine hydrochloride